6-(4-chlorophenyl)-N-[(1R)-1-cyclobutyl-2-hydroxyethyl]-2-(3-fluorophenyl)-3-oxo-2,3-dihydropyridazine-4-carboxamide ClC1=CC=C(C=C1)C=1C=C(C(N(N1)C1=CC(=CC=C1)F)=O)C(=O)N[C@@H](CO)C1CCC1